Tert-butyl(2-(3-(dibenzylamino)-2-fluoropropoxy)ethyl)(2-(2-(1,3-dioxoisoindolin-2-yl) ethoxy)ethyl)carbamate C(C)(C)(C)OC(N(CCOCCN1C(C2=CC=CC=C2C1=O)=O)CCOCC(CN(CC1=CC=CC=C1)CC1=CC=CC=C1)F)=O